The molecule is a prostaglandin Falpha that is prostaglandin F2alpha in which the carboxylic acid function has been converted to the corresponding isopropyl ester and the 3-hydroxy-1-octenyl side-chain is substituted by 3,3-difluoro-4-phenoxybut-1-enyl. Used for treatment of elevated intraocular pressure in patients with open-angle glaucoma or ocular hypertension. It has a role as a prostaglandin receptor agonist. It is a prostaglandins Falpha, an organofluorine compound and an isopropyl ester. It derives from a prostaglandin F2alpha. CC(C)OC(=O)CCC/C=C\\C[C@H]1[C@H](C[C@H]([C@@H]1/C=C/C(COC2=CC=CC=C2)(F)F)O)O